Tert-butyl 3-(methyl(4-(5-(2'-methyl-2-(trifluoro methyl)-[1,1'-biphenyl]-4-yl)-1,2,4-oxadiazol-3-yl)-2-nitro-benzyl)amino)-propanoate CN(CCC(=O)OC(C)(C)C)CC1=C(C=C(C=C1)C1=NOC(=N1)C1=CC(=C(C=C1)C1=C(C=CC=C1)C)C(F)(F)F)[N+](=O)[O-]